4-(6-(6-((6-methoxypyridin-3-yl)methyl)-3,6-diazabicyclo[3.1.1]heptan-3-yl)pyridine-3-yl)-6-(2-(1-hydroxytetrahydro-2H-thiopyran-4-yl)ethoxy)pyrazolo[1,5-a]pyridine-3-carbonitrile COC1=CC=C(C=N1)CN1C2CN(CC1C2)C2=CC=C(C=N2)C=2C=1N(C=C(C2)OCCC2CCS(CC2)O)N=CC1C#N